2-(trifluoromethyl)-5,6,7,8-tetrahydro[1,2,4]triazolo[1,5-a]pyrazine FC(C1=NN2C(CNCC2)=N1)(F)F